COC1=C(CN(C2=NC=C(C=N2)[C@@H]2C[C@@H](CO2)O)CC2=C(C=C(C=C2)OC)OC)C=CC(=C1)OC (3S,5S)-5-(2-(bis(2,4-dimethoxybenzyl)amino)pyrimidin-5-yl)tetrahydrofuran-3-ol